5-(2'-amino-2-fluorobiphenyl-4-yl)-3,6-dihydro-2H-1,3,4-oxadiazin-2-one NC1=C(C=CC=C1)C1=C(C=C(C=C1)C1=NNC(OC1)=O)F